CC(CC(C)C)=NCCCCCCCC N-(1,3-dimethylbutylidene)octylamine